COC(C1=CC(=C(C=C1)I)O)=O.C(#N)C=1C(=NC(=C(C1CC)C#N)N1CCN(CCC1)C)SCC1=CC=C(CNC(C(C)C)=O)C=C1 N-(4-(((3,5-dicyano-4-ethyl-6-(4-methyl-1,4-diazepan-1-yl)pyridin-2-yl)Thio)methyl)benzyl)isobutyramide methyl-3-hydroxy-4-iodobenzoate